BrC=1C=C2C(=NC(=NC2=C2C1OC(C(N2C)=O)(C)C)C)N[C@H](C)C2=C(C(=CC=C2)C(C(C)(C)O)(F)F)F (R)-6-bromo-4-((1-(3-(1,1-difluoro-2-hydroxy-2-methylpropyl)-2-fluorophenyl)ethyl)amino)-2,8,8,10-tetramethyl-8H-[1,4]oxazino[2,3-h]quinazolin-9(10H)-one